(4S)-4-phenyl-3-[(2E)-3-phenylprop-2-enoyl]-1,3-oxazolidin-2-one C1(=CC=CC=C1)[C@@H]1N(C(OC1)=O)C(\C=C\C1=CC=CC=C1)=O